FC(C1=CC(=NN1C)C(=O)O\N=C(/N)\C1(CC1)C1=CC=CC=C1)F (Z)-N'-((5-(difluoromethyl)-1-methyl-1H-pyrazole-3-carbonyl)oxy)-1-phenylcyclopropane-1-carboximidamide